3-(biphenyl-4-sulfonyl)thiazolidine-2-carboxylic acid [1-(4-fluorophenyl)-3-hydroxypropyl]amide FC1=CC=C(C=C1)C(CCO)NC(=O)C1SCCN1S(=O)(=O)C1=CC=C(C=C1)C1=CC=CC=C1